NCCCC[C@@H](C(=O)N[C@H](C(=O)OCC1=CC=CC=C1)CO)NC(COCCOCCNC(=O)C1=CC=C(C=C1)C(C)(C)C)=O benzyl (2S)-2-[(2S)-6-amino-2-[2-(2-{2-[(4-tert-butylphenyl) formamido]ethoxy}ethoxy)acetamido]hexanamido]-3-hydroxypropanoate